ethyl 3-[(6-{6,6-difluoro-3-azabicyclo[3.1.0]hexan-3-yl}-2-ethylpyridin-3-yl)(hydroxy)methyl]-1-(propan-2-yl)-1H-pyrazole-5-carboxylate FC1(C2CN(CC12)C1=CC=C(C(=N1)CC)C(C1=NN(C(=C1)C(=O)OCC)C(C)C)O)F